N-(5-(Cyclopropanecarbonyl)-4,5,6,7-tetrahydrothiazolo[5,4-c]pyridin-2-yl)-4-(2-methoxyphenyl)-6-methylnicotinamide C1(CC1)C(=O)N1CC2=C(CC1)N=C(S2)NC(C2=CN=C(C=C2C2=C(C=CC=C2)OC)C)=O